4-nitrophenyl 5-(((S)-1-(((R)-1,5-dioxo-1,5-bis(prop-2-yn-1-ylamino) pent-2-yl) amino)-1,5-dioxo-5-(prop-2-yn-1-ylamino) pent-2-yl) amino)-5-oxopentanoate O=C([C@@H](CCC(NCC#C)=O)NC([C@H](CCC(NCC#C)=O)NC(CCCC(=O)OC1=CC=C(C=C1)[N+](=O)[O-])=O)=O)NCC#C